C[C@@H](CN[C@@H]([C@H]1CNC2=C(N1)N=CC=C2)C2=CC=CC=C2)C=2C=C(C=CC2)[C@H](C(=O)O)C (2R)-2-[3-[(1R)-1-methyl-2-[[(R)-phenyl-[(3R)-1,2,3,4-tetrahydropyrido[2,3-b]pyrazin-3-yl]methyl]amino]ethyl]phenyl]propanoic acid